O1C(=CC=C1)C1=C(C=C(C=C1)CNC)NS(=O)(=O)C1=CSC=C1 N-(2-(furan-2-yl)-5-((methylamino)methyl)phenyl)thiophene-3-sulfonamide